(S)-2-amino-N-(1-(8-((1-cyclopropyl-1H-pyrazol-4-yl)ethynyl)-1-oxo-2-phenyl-1,2-dihydro-isoquinolin-3-yl)ethyl)pyrazolo[1,5-a]pyrimidine-3-carboxamide NC1=NN2C(N=CC=C2)=C1C(=O)N[C@@H](C)C=1N(C(C2=C(C=CC=C2C1)C#CC=1C=NN(C1)C1CC1)=O)C1=CC=CC=C1